methyl (s)-(1-((6-(1-(cyanomethyl)piperidin-4-yl)-4-methoxypyridin-3-yl)methyl)-7-((1-hydroxyhexan-3-yl)amino)-3-methyl-1H-pyrazolo[4,3-d]pyrimidin-5-yl)carbamate C(#N)CN1CCC(CC1)C1=CC(=C(C=N1)CN1N=C(C=2N=C(N=C(C21)N[C@H](CCO)CCC)NC(OC)=O)C)OC